N-(6-chloropyridin-3-yl)-6-((5,6-dihydro-4H-pyrrolo[1,2-b]pyrazol-3-yl)methoxy)isoquinolin-1-amine ClC1=CC=C(C=N1)NC1=NC=CC2=CC(=CC=C12)OCC1=C2N(N=C1)CCC2